2-((S)-1-(4,5-dihydrooxazol-2-yl)-4-(7-(8-methylnaphthalen-1-yl)-2-(((S)-1-methylpyrrolidin-2-yl)methoxy)-5,6,7,8-tetrahydropyrido[3,4-d]pyrimidin-4-yl)piperazin-2-yl)acetonitrile O1C(=NCC1)N1[C@H](CN(CC1)C=1C2=C(N=C(N1)OC[C@H]1N(CCC1)C)CN(CC2)C2=CC=CC1=CC=CC(=C21)C)CC#N